3,3',4,4'-biphenyl-tetracarboxylic acid diimide C1(=CC(=C(C=C1)C(=O)O)C(O)=N)C1=CC(=C(C=C1)C(=O)O)C(O)=N